(+/-)-N-[3,5-difluoro-4-({1-(4-methylbenzene-1-sulfonyl)-3-(2-methyloxan-3-yl)-1H-pyrrolo[2,3-b]pyridin-4-yl}oxy)phenyl]-N'-{[3-(propan-2-yl)oxetan-3-yl]methyl}urea FC=1C=C(C=C(C1OC1=C2C(=NC=C1)N(C=C2C2C(OCCC2)C)S(=O)(=O)C2=CC=C(C=C2)C)F)NC(=O)NCC2(COC2)C(C)C